N-methyl-4-(trifluoromethyl)piperidin-4-amine CNC1(CCNCC1)C(F)(F)F